OC1=C(C(=O)C2=CC=CC=C2)C=C(C(=C1)OC)O 2,5-dihydroxy-4-methoxybenzophenone